2-(4-chlorophenyl)-5-(4-nitrophenyl)-1H-imidazole ClC1=CC=C(C=C1)C=1NC(=CN1)C1=CC=C(C=C1)[N+](=O)[O-]